1-Undecyl-4-propylpiperidinium triflat [O-]S(=O)(=O)C(F)(F)F.C(CCCCCCCCCC)[NH+]1CCC(CC1)CCC